BrC=1N(C2=CC=C(C=C2C1)[N+](=O)[O-])CCOC 2-bromo-1-(2-methoxyethyl)-5-nitro-1H-indole